COC(C1=C(C=CC(=C1)Br)C1COCC1)=O.N1=CC(=CC=C1)C1=NC2=CC=CC=C2C=C1 2-(pyridine-3-yl)quinoline methyl-5-bromo-2-(tetrahydrofuran-3-yl)benzoate